allyl isothiocyanate silver [Ag].C(C=C)N=C=S